ClC=1C(=NC(=NC1)NC)C1=CC=C2CN(C(C2=C1)=O)[C@@H](C(=O)N[C@H]([C@H](C(F)(F)F)O)C1=CC=CC=C1)C (2R)-2-{6-[5-chloro-2-(methylamino)pyrimidin-4-yl]-1-oxo-2,3-dihydro-1H-isoindol-2-yl}-N-[(1S,2R)-3,3,3-trifluoro-2-hydroxy-1-phenylpropyl]propanamide